C(CCCCCCCC)NCCCCCCCCCCCN N-nonylundecane-1,11-diamine